tert-butyl (2S)-4-((3-(2,4-dioxotetrahydropyrimidin-1(2H)-yl)benzo[d]isoxazol-5-yl)methyl)-2-methylpiperidine-1-carboxylate O=C1N(CCC(N1)=O)C1=NOC2=C1C=C(C=C2)CC2C[C@@H](N(CC2)C(=O)OC(C)(C)C)C